C(N)(S)=S.C(CCCCCCCCCCCCCCCCC)[Na] octadecyl-sodium dithiocarbamate